[N+](=O)([O-])C(CO)(C)C 2-nitro-2-methyl-1-propanol